6-((4-methoxy-2-methylphenyl)amino)-3-methyl-1-(piperidin-4-yl)-1,3-dihydro-2H-imidazo[4,5-c]pyridin-2-one hydrochloride Cl.COC1=CC(=C(C=C1)NC1=CC2=C(C=N1)N(C(N2C2CCNCC2)=O)C)C